NCCC(CCCC)(O)O Aminoethylpentanediol